[Cl-].C[N+]1=CC=C(C=C1)C 1,4-dimethylpyridinium chloride